FC1=C(C=C2C(=N1)C(=C(N2)C2=CC(=NC=C2)NC(CC2=CC=C(C=C2)F)=O)C2=NC=CC=C2)C N-{4-[5-fluoro-6-methyl-3-(pyridin-2-yl)-1H-pyrrolo[3,2-b]pyridin-2-yl]pyridin-2-yl}-2-(4-fluorophenyl)acetamide